Propylene glycol 1-monomethyl ether 2-acetate CC(COC)OC(=O)C